tert-butyl (3S)-3-{(ethanesulfonyl) [(4-methoxyphenyl)methyl]amino}pyrrolidine-1-carboxylate C(C)S(=O)(=O)N([C@@H]1CN(CC1)C(=O)OC(C)(C)C)CC1=CC=C(C=C1)OC